COC1=NC=CC2=C(C=CC=C12)N1N=CC(=C1C(F)(F)F)C1=CN=C(O1)N 5-(1-(1-methoxyisoquinolin-5-yl)-5-(trifluoromethyl)-1H-pyrazol-4-yl)-2-aminooxazole